3,5-dimethoxyphenylaniline COC=1C=C(C=C(C1)OC)NC1=CC=CC=C1